C1(=CC=C(C=C1)NC(C1=CN=C(C=C1O)N1N=CC=C1)=O)C1=CC=CC=C1 N-([1,1'-Biphenyl]-4-yl)-4-hydroxy-6-(1H-pyrazol-1-yl)nicotinamide